4-(METHYLSULFONYL)PHENYLBORONIC ACID CS(=O)(=O)C1=CC=C(C=C1)B(O)O